(S)-2-(4-Chloro-1-ethyl-3-methyl-1H-pyrazole-5-carboxamido)-3-ethyl-3,4-dihydro-5-oxa-1,2a-diazaacenaphthylene-7-carboxamide ClC=1C(=NN(C1C(=O)NC1=NC=2C=C(C=C3OC[C@@H](N1C23)CC)C(=O)N)CC)C